COC(=O)C1CC2=C(NN=N2)CC1.OC1=C(C=C(C=C1C)C(C1=CC=C(C=C1)O)C1=CC(=C(C(=C1)C)O)C)C bis(4-hydroxy-3,5-dimethylphenyl)-4-hydroxyphenyl-methane methyl-4,5,6,7-tetrahydro-1H-benzo[d][1,2,3]triazole-5-carboxylate